benz[e]acephenanthrylene C1=CC=C2C3=C(C4=CC5=CC=CC=C5C1=C24)C=CC=C3